methyl-trans-3-pentenoic acid CC(C(=O)O)\C=C\C